1-(tert-butyl) 3-methyl 5,5-difluoro-3-methylpiperidine-1,3-dicarboxylate FC1(CC(CN(C1)C(=O)OC(C)(C)C)(C(=O)OC)C)F